ClC1=NC(=C2N=CN(C2=N1)[C@@H]1SC[C@@H]([C@@H]1O)O)NC 2-(2-chloro-6-methylamino-purin-9-yl)(2R,3S,4R)-tetrahydrothiophene-3,4-diol